CN(C(C#CCN1CCC(CC1)C(C(F)(F)F)NC1=CC=C(C=C1)C1=CC2=C(N=CN=C2N2CCOCC2)N1)=O)C N,N-dimethyl-4-(4-(2,2,2-trifluoro-1-((4-(4-morpholino-7H-pyrrolo[2,3-d]pyrimidin-6-yl)phenyl)amino)ethyl)piperidin-1-yl)but-2-ynamide